6-acetyl-2-((2-(4-(chloromethyl)benzyl)-1,2,3,4-tetrahydro-isoquinolin-6-yl)amino)-8-cyclopentyl-5-methylpyrido[2,3-d]pyrimidin-7(8H)-one C(C)(=O)C1=C(C2=C(N=C(N=C2)NC=2C=C3CCN(CC3=CC2)CC2=CC=C(C=C2)CCl)N(C1=O)C1CCCC1)C